S1C=NC2=C1C=C(C=C2)N(C2=C(C(=CC(=C2)C)N)Cl)C N1-(benzo[d]thiazol-6-yl)-2-chloro-N1,5-dimethylbenzene-1,3-diamine